FC(C1=C(C=CC(=C1)C(F)(F)F)C1CCC2=C(N(C1=O)CC#CC=1NC(C=CC1)=O)C=CC(=C2)F)(F)F 3-(2,4-bis(trifluoromethyl)phenyl)-7-fluoro-1-(3-(6-oxo-1,6-dihydropyridin-2-yl)prop-2-ynyl)-4,5-dihydro-1H-benzo[b]azepin-2(3H)-one